Perfluorooctyl-ethyl-triethoxysilane FC(C(F)(F)F)(O[Si](OC(C(F)(F)F)(F)F)(OC(C(F)(F)F)(F)F)C(C(F)(F)F)(F)F)C(C(C(C(C(C(C(C(F)(F)F)(F)F)(F)F)(F)F)(F)F)(F)F)(F)F)(F)F